6-methyloctahydro-4,7-methano-indene-5-carbaldehyde CC1C(C2C3CCCC3C1C2)C=O